(S)-8-(2-chloro-5-fluorophenyl)-1-((S)-5,6-difluoro-3-(trifluoromethyl)indoline-1-carboxamido)-N-methyl-6-oxo-5,6,7,8-tetrahydroimidazo[1,5-a]pyrazine-3-carboxamide ClC1=C(C=C(C=C1)F)[C@H]1C=2N(CC(N1)=O)C(=NC2NC(=O)N2C[C@H](C1=CC(=C(C=C21)F)F)C(F)(F)F)C(=O)NC